3-(3-((3-Chloro-5-(trifluoromethyl)pyridin-2-yl)oxy)phenyl)propionitrile ClC=1C(=NC=C(C1)C(F)(F)F)OC=1C=C(C=CC1)CCC#N